CP(=O)(C)C=1C=C(OC=2C(=C(N(C(C2)=O)C)NC2=C(C=C(C=C2)I)F)C(=O)N)C=CC1 (3-(dimethylphosphoryl)phenoxy)-2-((2-fluoro-4-iodophenyl)amino)-1-methyl-6-oxo-1,6-dihydropyridine-3-carboxamide